2-(1-(3-chlorophenyl)cyclopropyl)-6-(2-(3'-(trifluoromethoxy)-[1,1'-biphenyl]-3-yl)acetyl)-5,6,7,8-tetrahydropyrido[4,3-d]pyrimidin-4(3H)-one ClC=1C=C(C=CC1)C1(CC1)C=1NC(C2=C(N1)CCN(C2)C(CC=2C=C(C=CC2)C2=CC(=CC=C2)OC(F)(F)F)=O)=O